N1=C(C=CC=C1)CN1C=C(C2=CC(=CC=C12)F)C(=O)NC1=C(C(=O)O)C=CC=C1 2-[1-(pyridin-2-ylmethyl)-5-fluoro-1H-indole-3-carboxamido]benzoic acid